C(C)N1C=2C=NC(=NC2N([C@@H](C1=O)C)CC)NCC=1C=NN(C1)CC1=CC(=C(C(=C1)F)F)F (R)-5,8-diethyl-7-methyl-2-(((1-(3,4,5-trifluorobenzyl)-1H-pyrazol-4-yl)methyl)amino)-7,8-dihydropteridin-6(5H)-one